COC(CCCCCCC)(CCCCCCC)OC 8,8-dimethoxypentadecane